N1=CC(=CC=C1)OC1=CC=C(C=C1)C1CN(C1)C(=O)N1C[C@@H]2[C@@H](OCC(N2)=O)CC1 (4aR,8aS)-6-[3-[4-(3-pyridinyloxy)phenyl]azetidine-1-carbonyl]-4,4a,5,7,8,8a-hexahydropyrido[4,3-b][1,4]oxazin-3-one